2-phenyl-N-(pyridin-4-yl)quinazolin-4-amine C1(=CC=CC=C1)C1=NC2=CC=CC=C2C(=N1)NC1=CC=NC=C1